4-Amino-N-(1-cyano-2-(9,10-dihydrophenanthren-2-yl)ethyl)tetrahydro-2H-pyran-4-carboxamide NC1(CCOCC1)C(=O)NC(CC1=CC=2CCC3=CC=CC=C3C2C=C1)C#N